ethyl 2-[4-[4-[2-[1-(6,7-dihydro-5H-pyrrolo[1,2-c]imidazol-1-yl)-2-oxo-2-(thiazol-2-ylamino)ethyl]-7-fluoro-3-oxo-isoindolin-5-yl]phenoxy]-1-piperidyl]-2-oxo-acetate C1(=C2N(C=N1)CCC2)C(C(NC=2SC=CN2)=O)N2CC1=C(C=C(C=C1C2=O)C2=CC=C(OC1CCN(CC1)C(C(=O)OCC)=O)C=C2)F